tert-butyl-(2R,4S)-2-(ethoxymethyl)-4-hydroxypyrrolidine-1-carboxamide ditoluenyl-carbonate C(C1=CC=CC=C1)OC(OCC1=CC=CC=C1)=O.C(C)(C)(C)[C@@]1(N(C[C@H](C1)O)C(=O)N)COCC